3-bromo-2,6-dimethylbenzoic acid BrC=1C(=C(C(=O)O)C(=CC1)C)C